C1(=CC=CC=C1)[P+](C1=CC=CC=C1)(C1=CC=CC=C1)C1=CC=CC=C1.C(CCCCCCCCCCC)C1=C(C=CC=C1)S(=O)(=O)[O-] dodecylbenzenesulfonic acid tetraphenylphosphonium salt